COC1=C(C=C(C=C1[N+](=O)[O-])CCNC)C1=NN(C=C1)C 2-(4-methoxy-3-(1-methyl-1H-pyrazol-3-yl)-5-nitrophenyl)-N-methylethan-1-amine